(S)-5-(3,4-difluorophenyl)-N-(piperidin-3-yl)-3-ureidothiophene FC=1C=C(C=CC1F)C1=CC(=CS1)N(C(=O)N)[C@@H]1CNCCC1